C1=NC=C(C2=CC=CC=C12)CC(=O)[O-] 2-(4-isoquinolyl)acetate